tert-Butyl 4-(4-bromopyrazol-1-yl)-2,2-dimethylpyrrolidine-1-carboxylate BrC=1C=NN(C1)C1CC(N(C1)C(=O)OC(C)(C)C)(C)C